C(C)(=O)C=1C=C(SC1)COC1=CC=CC(=N1)C1CCN(CC1)CC1=NC2=C(N1C[C@H]1OCC1)C=C(C=C2)C(=O)[O-] (S)-2-((4-(6-((4-acetylthiophen-2-yl)methoxy)pyridine-2-yl)piperidin-1-yl)methyl)-1-(oxetan-2-ylmethyl)-1H-benzo[d]imidazole-6-carboxylate